N-[(2S,3R)-2-[(2,3'-difluoro[1,1'-biphenyl]-3-yl)methyl]-4,4-difluoro-1-((2S)-oxetane-2-carbonyl)pyrrolidin-3-yl]methanesulfonamide FC1=C(C=CC=C1C[C@@H]1N(CC([C@@H]1NS(=O)(=O)C)(F)F)C(=O)[C@H]1OCC1)C1=CC(=CC=C1)F